BrC=1C=CC(=CC1)C1CC1 5-bromo-2-cyclopropylbenzene